COCCC(O)([2H])[2H] 3-methoxy-1,1-dideuteropropanol